FC(OC1=CC=CC=2C(N([C@H]3C=4N([C@@H](C21)C3)C3=C(N4)C=CC(=C3)C#CC[C@@H](C)O)C([2H])([2H])[2H])=O)F |o1:26| (7R,14R)-1-(difluoromethoxy)-11-((R or S)-4-hydroxypent-1-yn-1-yl)-6-(methyl-d3)-6,7-dihydro-7,14-methanobenzo[f]benzo[4,5]imidazo[1,2-a][1,4]diazocin-5(14H)-one